ClC1=NC(=CC=C1C(=O)C1CC1)C (2-chloro-6-methylpyridin-3-yl)(cyclopropyl)methanone